2-(1,3-benzothiazol-4-yloxy)-N-(3-methylsulfonyl-phenyl)-5-(trifluoromethyl)pyridine S1C=NC2=C1C=CC=C2OC2N(C=C(C=C2)C(F)(F)F)C2=CC(=CC=C2)S(=O)(=O)C